6-methoxy-2-methyl-indazol COC=1C=CC2=CN(N=C2C1)C